Benzyl ((trans)-2-hydroxycyclopentyl)carbamate O[C@H]1[C@@H](CCC1)NC(OCC1=CC=CC=C1)=O